C(#N)C=1C(=NC(=NC1)NC1CCC(CC1)C(=O)N(C)C)N[C@H]1COCCC1 (1R,4r)-4-(5-cyano-4-((R)-tetrahydro-2H-pyran-3-ylamino)pyrimidin-2-ylamino)-N,N-dimethylcyclohexanecarboxamide